NC1=NC=CC=C1C1=NC=2C(=NC(=C(C2)C)C#N)N1C1=CC=C(C=C1)CCl 2-(2-aminopyridin-3-yl)-3-(4-(chloromethyl)phenyl)-6-methyl-3H-imidazo[4,5-b]pyridine-5-carbonitrile